tert-butyl ((5-(2,6-dioxopiperidin-3-yl)-4-oxo-5,6-dihydro-4H-thieno[2,3-c]pyrrol-2-yl)methyl)carbamate O=C1NC(CCC1N1CC2=C(C1=O)C=C(S2)CNC(OC(C)(C)C)=O)=O